(S)-3-(2H-tetrazol-5-yl)propanoic acid N=1NN=NC1CCC(=O)O